CC1=C(C(=CC=C1)C1=CC=CC=C1)C#N 3-methyl-[1,1'-biphenyl]-2-carbonitrile